(S)-1-(3-(6-(2,3-difluorophenyl)-8-fluoro-4-((3-(trifluoromethyl)phenyl)sulfonyl)-3,4-dihydro-2H-benzo[b][1,4]oxazin-2-yl)propanoyl)piperidine-4-carboxylic acid FC1=C(C=CC=C1F)C1=CC2=C(O[C@H](CN2S(=O)(=O)C2=CC(=CC=C2)C(F)(F)F)CCC(=O)N2CCC(CC2)C(=O)O)C(=C1)F